2-[1-(4-amino-2-fluoro-phenyl)-4-(tert-butoxycarbonylamino)-4-piperidinyl]acetic acid tert-butyl ester C(C)(C)(C)OC(CC1(CCN(CC1)C1=C(C=C(C=C1)N)F)NC(=O)OC(C)(C)C)=O